O=C1NC(CCC1N1C(C2=CC=CC(=C2C1=O)C#CCCCCCCCCCO)=O)=O 2-(2,6-Dioxopiperidin-3-yl)-4-(11-hydroxyundec-1-yn-1-yl)isoindoline-1,3-dione